1-((S)-2-((tert-Butoxycarbonyl)(methyl)amino)-N,4-dimethylvalerylamino)cyclopropane-1-carboxamide C(C)(C)(C)OC(=O)N([C@H](C(=O)N(C)C1(CC1)C(=O)N)CC(C)C)C